O[C@H]1[C@H]([C@@H](O[C@@H]1CO)N1C2=NC=NC(=C2N=C1)NC(C1=CC=CC=C1)=O)OC N-[9-[(2R,3R,4R,5R)-4-hydroxy-5-(hydroxymethyl)-3-methoxy-tetrahydrofuran-2-yl]purin-6-yl]benzamide